OC(C(=O)C1=CC=C(C=C1)F)C 2-hydroxy-1-(4-fluorophenyl)propan-1-one